C(C1CO1)CCCCOCC(CO)O 3-(4-glycidyl-butoxy)-1,2-propylene glycol